CS(=O)(=O)C1=CC=C(C=C1)C1NC=2C(=C3C(=NC2)N(C=C3)S(=O)(=O)C3=CC=CC=C3)N1 2-(4-(methylsulfonyl)phenyl)-6-(Benzenesulfonyl)-2,3-dihydroimidazo[4,5-d]pyrrolo[2,3-b]pyridine